4-(4-methoxyphenyl)oxepane-4-carboxylic acid COC1=CC=C(C=C1)C1(CCOCCC1)C(=O)O